12-hydroxydodecanolactone OC1CCCCCCCCCCC(=O)O1